3,5,5-trimethyl-hexyl 2,3-dimethyl-butyl ether CC(COCCC(CC(C)(C)C)C)C(C)C